N-(pyridin-4-ylmethyl)-2-oxo-2-(2-(thiazol-2-ylamino)-5,6-dihydro-1,7-naphthyridin-7(8H)-yl)acetamide N1=CC=C(C=C1)CNC(C(N1CCC=2C=CC(=NC2C1)NC=1SC=CN1)=O)=O